methyl-1H-pyrrole-2-carboxylate COC(=O)C=1NC=CC1